C(#C)C1=CC=C(C=C1)C12CC3(CC(CC(C1)(C3)C3=CC=C(C=C3)C#C)(C2)C2=CC=C(C=C2)C#C)C2=CC=C(C=C2)C#C 1,3,5,7-tetrakis(4-ethynylphenyl)adamantane